AMMONIUM 4-(2,4-dimethoxy-6-pentyl-phenyl)sulfonylmorpholine COC1=C(C(=CC(=C1)OC)CCCCC)S(=O)(=O)N1CCOCC1.[NH4+]